4-(3-fluoro-4-(methoxycarbonyl)phenyl)piperazine-1-carboxylic acid tert-butyl ester C(C)(C)(C)OC(=O)N1CCN(CC1)C1=CC(=C(C=C1)C(=O)OC)F